F[C@H]1CN(CC[C@H]1NC1=CC=CC2=C(N(N=C12)C1=NOC(=N1)CNC(=O)C1CC1)C(=C)C)C N-((3-(7-(((3S,4R)-3-fluoro-1-methylpiperidin-4-yl)amino)-3-(prop-1-en-2-yl)-2H-indazol-2-yl)-1,2,4-oxadiazol-5-yl)methyl)cyclopropanecarboxamide